BrC1=C2C=C(N(C2=CC=C1)CC(F)(F)F)C1=NN=C(S1)CNC(OCC1=CC=CC=C1)=O benzyl ((5-(4-bromo-1-(2,2,2-trifluoroethyl)-1H-indol-2-yl)-1,3,4-thiadiazol-2-yl)methyl)carbamate